BrC=1C(=CC(=C(C1)B(O)O)N1N=CC=C1)OC1CC1 [5-bromo-4-(cyclopropoxy)-2-pyrazol-1-yl-phenyl]boronic acid